NC1=C(C(=NN1CC1=CC=C(C=C1)OC)C1=CN=NC=C1C)C(=O)OCC ethyl 5-amino-1-(4-methoxybenzyl)-3-(5-methylpyridazin-4-yl)-1H-pyrazole-4-carboxylate